C1=CC=CC=2C3=CC=CC=C3C(C12)COC(=O)N[C@H](C(=O)O)[C@@H](CC(C)C)O (2S,3R)-2-((((9H-fluoren-9-yl)methoxy)carbonyl)amino)-3-hydroxy-5-methylhexanoic acid